4-(3,5-dichlorophenyl)piperidine ClC=1C=C(C=C(C1)Cl)C1CCNCC1